ClC1=C(C(=NC=C1)C(=O)N1CCN(CC1)C1=C(N(C=2N(C1=O)N=C(N2)N2CCOCC2)CC(=O)NC2=C(C=C(C=C2)C(F)(F)F)C)CC)O 2-(6-(4-(4-chloro-3-hydroxypicolinoyl)piperazin-1-yl)-5-ethyl-2-morpholino-7-oxo-[1,2,4]triazolo[1,5-a]pyrimidin-4(7H)-yl)-N-(2-methyl-4-(trifluoromethyl)phenyl)acetamide